3-(4-chlorophenyl)-N-(2-cyano-prop-2-yl)-5-iodo-benzamide ClC1=CC=C(C=C1)C=1C=C(C(=O)NC(C)(C)C#N)C=C(C1)I